CNC(C)C N-methyl-iso-propylamine